COC1=CC=C(C=C1)N1C(=NC=2C=NC=3C=CC(=CC3C21)C=2C=NC1=CC=CC=C1C2)C 1-(4-methoxyphenyl)-2-methyl-8-(quinolin-3-yl)-1H-imidazo[4,5-c]quinoline